C(#N)C1=CC=C(C=C1)NC(=O)N[C@@H]1C(NC[C@H]1C=1C(=CC2=C(CCO2)C1)F)=O |o1:12,16| (-)-1-(4-cyano-phenyl)-3-[(3S*,4R*)-4-(6-fluoro-2,3-dihydrobenzo-furan-5-yl)-2-oxopyrrolidin-3-yl]urea